3-(9-((4-aminobenzyl)carbamoyl)-4,5-dihydrobenzo[b]thieno[2,3-d]oxepin-8-yl)-6-(propylcarbamoyl)picolinic acid NC1=CC=C(CNC(=O)C2=CC3=C(OCCC4=C3SC=C4)C=C2C=2C(=NC(=CC2)C(NCCC)=O)C(=O)O)C=C1